tertiary butyl-p-hydroxyanisole C(C)(C)(C)C1=C(C=CC(=C1)O)OC